1-methyl-1H-pyrazole-4-boronic acid pinacol ester CN1N=CC(=C1)B1OC(C)(C)C(C)(C)O1